(1R,2R)-N-[7-methyl-6-[4-((R)-3-methyltetrahydrofuran-3-yl)piperazin-1-yl]-3-isoquinolinyl]-2-[1-methyl-5-(trifluoromethyl)pyrazol-4-yl]cyclopropanecarboxamide CC1=C(C=C2C=C(N=CC2=C1)NC(=O)[C@H]1[C@@H](C1)C=1C=NN(C1C(F)(F)F)C)N1CCN(CC1)[C@]1(COCC1)C